[1,8]Naphthyridin-7(8H)-one N1=CC=CC=2C=CC(NC12)=O